[C@H]12CN(C[C@H](CC1)N2)C2=NC(=NC1=C(C(=C(C=C21)Cl)C2=C(C=CC=C2F)O)F)OC=2C=CC=C1CCN(CC21)C 2-(4-((1R,5S)-3,8-diazabicyclo[3.2.1]octan-3-yl)-6-chloro-8-fluoro-2-((2-methyl-1,2,3,4-tetrahydroisoquinolin-8-yl)oxy)quinazolin-7-yl)-3-fluorophenol